4-cyano-1-(2-trimethylsilyl-ethoxymethyl)-1H-imidazole-2-carboxylic acid potassium salt [K+].C(#N)C=1N=C(N(C1)COCC[Si](C)(C)C)C(=O)[O-]